fluoro-6''-(methoxymethyl)-2''-{(2R)-3-[(4-methoxyphenyl)methoxy]-2-methylpropyl}dispiro[[1,3]dioxolane-2,1'-cyclohexane-4',1''-isoindol]-3''(2''H)-one FC1=C2C(N(C3(C2=CC(=C1)COC)CCC1(CC3)OCCO1)C[C@H](COCC1=CC=C(C=C1)OC)C)=O